ClC=1N=C(C2=C(N1)N(C=C2)COCC[Si](C)(C)C)OC 2-chloro-4-methoxy-7-((2-(trimethylsilyl)ethoxy)methyl)-7H-pyrrolo[2,3-d]pyrimidine